CC1=CC=C(C=C1)CN1C(CCC1=O)CC(=O)NS(=O)(=O)C 2-[1-[(4-methylphenyl)methyl]-5-oxopyrrolidin-2-yl]-N-methylsulfonylacetamid